C(CC)(=O)ON1C(C1CC)CC [2,3-diethyl-(1-aziridinyl)] propionate